FC1=C(C=CC=2OCCOC21)C(C)=O 1-(5-Fluoro-2,3-dihydro-1,4-benzodioxin-6-yl)ethan-1-one